2-methyl-3,4-dihydroisoquinolin-1(2h)-one CN1C(C2=CC=CC=C2CC1)=O